CN1N=C(C(=C1C)C1=CSC2=C1N=C(N=C2N2[C@@H](COCC2)C)C2=C1C(=NC=C2)NC=C1)C#N (R)-1,5-dimethyl-4-(4-(3-methylmorpholino)-2-(1H-pyrrolo[2,3-b]pyridin-4-yl)thieno[3,2-d]pyrimidin-7-yl)-1H-pyrazole-3-carbonitrile